BrC=1C=C2C(=C(C=NC2=CC1)S(=O)(=O)N1CCOCC1)NC1=C(C(=O)O)C(=CC=C1)OC 2-[(6-bromo-3-morpholinosulfonyl-4-quinolyl)amino]-6-methoxy-benzoic acid